FC=1C=2N(C=C(C1)C(C)N1N=C(C3=CC(=CC=C13)N1C[C@@H](N([C@H](C1)C)C(=O)OC(C)(C)C)C)C)C=C(N2)C tert-butyl (2S,6S)-4-[1-(1-{8-fluoro-2-methylimidazo[1,2-a]pyridin-6-yl}ethyl)-3-methylindazol-5-yl]-2,6-dimethylpiperazine-1-carboxylate